Cl.F[C@@H]1[C@H]2N[C@@H]([C@@H]1C[C@H]2O)C(=O)OC methyl (1S,3S,4S,6R,7S)-7-fluoro-6-hydroxy-2-azabicyclo[2.2.1]heptane-3-carboxylate hydrochloride